tert-butyl (R)-2-(((ethoxycarbonyl)(1-(4-fluoro-3-(trifluoromethyl)phenyl)cyclopropyl)amino)methyl)pyrrolidine-1-carboxylate C(C)OC(=O)N(C1(CC1)C1=CC(=C(C=C1)F)C(F)(F)F)C[C@@H]1N(CCC1)C(=O)OC(C)(C)C